O=C(C(=O)OCCOCCOC(C(C1=CC=CC=C1)O)=O)C1=CC=CC=C1 hydroxyphenyl-acetic acid 2-[2-oxo-2-phenylacetoxyethoxy]-ethyl ester